BrC=1C=CC(=C(C1)C(C(=O)N[C@@H](CC(=O)OCC)C=1C=C(C=C(C1F)C)C1=C(C=CC=C1C)O)N1C=C2C=CC=CC2=CC1=O)F ethyl (3S)-3-[2-(5-bromo-2-fluorophenyl)-2-(3-oxoisoquinolin-2-yl)acetamido]-3-{4-fluoro-2'-hydroxy-5,6'-dimethyl-[1,1'-biphenyl]-3-yl}propanoate